C[N+](=C(C1=CC=C(C=C1)C=[NH+][O-])C)[O-] dimethyl-p-phenylenedinitrone